3-[5-[1-[[4-[(3R,5R)-5-[(5-bromo-1-methyl-6-oxo-pyridazin-4-yl)amino]-1-methyl-3-piperidyl]phenyl]methyl]-4-piperidyl]-1-oxo-isoindolin-2-yl]piperidine-2,6-dione BrC1=C(C=NN(C1=O)C)N[C@@H]1C[C@@H](CN(C1)C)C1=CC=C(C=C1)CN1CCC(CC1)C=1C=C2CN(C(C2=CC1)=O)C1C(NC(CC1)=O)=O